N-decanoyl-methionine C(CCCCCCCCC)(=O)N[C@@H](CCSC)C(=O)O